5-((2-(N-(3-(((2-chloro-[1,1'-biphenyl]-4-yl)methyl)amino)propyl)sulfamoyl)ethyl)amino)benzo[c][2,6]naphthyridine-8-carboxamide ClC1=C(C=CC(=C1)CNCCCNS(=O)(=O)CCNC1=NC2=C(C3=CN=CC=C13)C=CC(=C2)C(=O)N)C2=CC=CC=C2